COC=1C=C(C=CC1OC)NC(=O)C1(CCCC1)NC(CCN1C=NC=C1NC)=O N-(3,4-dimethoxyphenyl)-1-(3-(5-(methylamino)-1H-imidazol-1-yl)propanamido)cyclopentane-1-carboxamide